C(C1=CC=CC=C1)N1N=C2C(=C1Cl)CN(C2=O)[C@@H]2C(N(C1=C(OC2)C=C(C=C1)C#CC1=NC=CC=C1)C)=O (S)-3-(2-Benzyl-3-chloro-6-oxo-2,6-dihydropyrrolo[3,4-c]pyrazol-5(4H)-yl)-5-methyl-8-(pyridin-2-ylethynyl)-2,3-dihydrobenzo[b][1,4]oxazepin-4(5H)-one